(morpholino)methaneOn O1CCN(CC1)C=O